N-((5-(5-(benzyloxy)-2-methoxyphenyl)-1H-1,2,4-triazol-3-yl)methyl)-2-(difluoromethoxy)benzamide C(C1=CC=CC=C1)OC=1C=CC(=C(C1)C1=NC(=NN1)CNC(C1=C(C=CC=C1)OC(F)F)=O)OC